CC1COCCN1C=1N=C(C2=C(N1)N=CC=C2)NCC=2C(=NC=CC2)C(F)(F)F 2-(3-methylmorpholino)-N-((2-(trifluoromethyl)pyridin-3-yl)methyl)pyrido[2,3-d]pyrimidin-4-amine